(Z)-N-(3-(2-(aminomethyl)benzyl)thiazol-2(3H)-ylidene)-1H-pyrrolo[2,3-b]pyridine-3-carboxamide NCC1=C(CN2/C(/SC=C2)=N/C(=O)C2=CNC3=NC=CC=C32)C=CC=C1